Nonadecyl acrylate C(C=C)(=O)OCCCCCCCCCCCCCCCCCCC